ClC1=C(C=CC(=C1)F)C1N=C(NC(=C1C(=O)OC)C12CC(C1)(C2)N(S(=O)(=O)C)C[C@H]2OC(OC2)(C)C)C=2SC=CN2 methyl 4-(2-chloro-4-fluorophenyl)-6-(3-(N-(((R)-2,2-dimethyl-1,3-dioxolan-4-yl)methyl)methylsulfonamido)bicyclo[1.1.1]pentan-1-yl)-2-(thiazol-2-yl)-1,4-dihydropyrimidine-5-carboxylate